(9H-fluoren-9-yl)methyl (R)-(3-methyl-1-oxo-1-((4-(pyridin-2-ylmethyl)piperidin-4-yl)amino)butan-2-yl)carbamate bis(2,2,2-trifluoroacetate) FC(C(=O)O)(F)F.FC(C(=O)O)(F)F.CC([C@H](C(NC1(CCNCC1)CC1=NC=CC=C1)=O)NC(OCC1C2=CC=CC=C2C=2C=CC=CC12)=O)C